N-(5-(7-chloro-1-methyl-1H-indazol-4-yl)thiazolo[5,4-b]pyridin-2-yl)-5-(2-methoxyphenyl)pyridazine-4-carboxamide ClC=1C=CC(=C2C=NN(C12)C)C1=CC=C2C(=N1)SC(=N2)NC(=O)C2=CN=NC=C2C2=C(C=CC=C2)OC